ClC1=CC2=C(C=N1)NC(N2C(C)C)=O 6-chloro-1-isopropyl-1H-imidazo[4,5-c]pyridin-2(3H)-one